2-(5-(4-chlorophenyl)-3-(ethylsulfonyl)pyridin-2-yl)-9-methyl-8-(trifluoromethyl)-9H-purine ClC1=CC=C(C=C1)C=1C=C(C(=NC1)C1=NC=C2N=C(N(C2=N1)C)C(F)(F)F)S(=O)(=O)CC